(1-benzyl-5-(4-(methylthio)phenyl)-1H-imidazol-2-yl)(4-(methylthio)phenyl)methanone C(C1=CC=CC=C1)N1C(=NC=C1C1=CC=C(C=C1)SC)C(=O)C1=CC=C(C=C1)SC